C(=C)N(C(=O)NC)C N-vinyl-N,N'-dimethyl-urea